trimethoxy(2-vinylphenyl)silane CO[Si](C1=C(C=CC=C1)C=C)(OC)OC